COCOC=1C(=CC2=CN(N=C2C1)C)B1OC(C(O1)(C)C)(C)C 6-(methoxymethoxy)-2-methyl-5-(4,4,5,5-tetramethyl-1,3,2-dioxaborolan-2-yl)indazole